(3S)-3-amino-3-(hydroxymethyl)pyrrolidine-1-carboxylic acid tert-butyl ester C(C)(C)(C)OC(=O)N1C[C@@](CC1)(CO)N